piperazine-1-carboxylic acid benzyl ester potassium salt [K].C(C1=CC=CC=C1)OC(=O)N1CCNCC1